NC1=NC=CC=C1C1=NC=2C(=NC(=CC2)C2=CC=CC=C2)N1C1=CC=C(CNC(=O)C2=C(C=C(C(=O)OC)C=C2)C)C=C1 methyl 4-((4-(2-(2-aminopyridin-3-yl)-5-phenyl-3H-imidazo[4,5-b]pyridin-3-yl)benzyl)carbamoyl)-3-methylbenzoate